COC(COCCOCCOCCOCCOCCOCCOCCOCCOCCOCCO)OC 2-[2-[2-[2-[2-[2-[2-[2-[2-[2-(2,2-dimethoxyethoxy)ethoxy]ethoxy]ethoxy]ethoxy]ethoxy]ethoxy]ethoxy]ethoxy]ethoxy]ethanol